FC1(OC2=C(O1)C=CC(=C2)/C=C/C(=O)N2CCN(CC2)C(C2=NC(=CC=C2)CO)=O)F (E)-3-(2,2-difluorobenzo[d][1,3]dioxol-5-yl)-1-(4-(6-(hydroxymethyl)picolinoyl)piperazin-1-yl)prop-2-en-1-one